2-(3,4-difluorophenyl)-N-(2-(4-methylpiperazin-1-yl)ethyl)-5-phenylOxazole-4-carboxylic acid amide FC=1C=C(C=CC1F)C=1OC(=C(N1)C(=O)NCCN1CCN(CC1)C)C1=CC=CC=C1